C[C@H]1N(CCOC1)C=1N=C2N(C(C1)=O)CC[C@H](N2C=2C=NC(=CC2)C)C(F)(F)F (S)-2-((R)-3-Methyl-morpholin-4-yl)-9-(6-methylpyridin-3-yl)-8-trifluoromethyl-6,7,8,9-tetrahydro-pyrimido[1,2-a]-pyrimidin-4-one